6-((S)-2-methyl-pyrrolidine-1-carbonyl)-3,4-dihydro-1H-pyrrolo[2,1-c][1,4]oxazine-8-carboxylic acid [(R)-1-(3,4-dichloro-phenyl)-propyl]-amide ClC=1C=C(C=CC1Cl)[C@@H](CC)NC(=O)C=1C=C(N2C1COCC2)C(=O)N2[C@H](CCC2)C